COC1=C(C=C(C(=C1)C(C(C([2H])([2H])[2H])([2H])[2H])([2H])[2H])OC)CC(CC)NC(OC(C)(C)C)=O tert-butyl (1-(2,5-dimethoxy-4-(propyl-d7)phenyl)butan-2-yl)carbamate